2-aminoethyl α-D-mannopyranoside O([C@@H]1[C@@H](O)[C@@H](O)[C@H](O)[C@H](O1)CO)CCN